1-tert-butoxycarbonyl-1-methylhydrazinium C(C)(C)(C)OC(=O)[NH+](N)C